ClC1=CNC=2N=C(N=C(C21)NCC2CC2)NC2=C(C=C(C=C2)S(=O)(=O)N2CCC(CC2)N2CCOCC2)OC 5-chloro-N4-(cyclopropylmethyl)-N2-(2-methoxy-4-((4-morpholinopiperidin-1-yl)sulfonyl)phenyl)-7H-pyrrolo[2,3-d]pyrimidine-2,4-diamine